ClC=1C(=NC(=NC1)N[C@@H]1[C@H](C=2N(CC1)N=C(C2)COC)O)C=2C=C(C1=C(N(C(=N1)C)C(C)C)C2)F |r| rac-(4R,5S)-5-((5-chloro-4-(4-fluoro-1-isopropyl-2-methyl-1H-benzo[d]imidazol-6-yl)pyrimidin-2-yl)amino)-2-(methoxymethyl)-4,5,6,7-tetrahydropyrazolo[1,5-a]pyridin-4-ol